2-((3-((3-chloro-4-methylphenyl)difluoromethyl)-1,2,4-oxadiazol-5-yl)methyl)acrylic acid ClC=1C=C(C=CC1C)C(C1=NOC(=N1)CC(C(=O)O)=C)(F)F